ClC=1C=C(C=CC1F)N(CCNC)C1=CC=NC2=CC=C(C=C12)OC N'-(3-chloro-4-fluoro-phenyl)-N'-(6-methoxy-4-quinolyl)-N-methyl-ethane-1,2-diamine